O1CCN(CC1)C1=CC(=NC=2N1N=C(C2)CNC(C=C)=O)N2N=C(C=C2)C2=CC=CC=C2 N-[[7-morpholino-5-(3-phenylpyrazol-1-yl)pyrazolo[1,5-a]pyrimidin-2-yl]methyl]propenamide